O1C(=O)C=C(C2=CC=CC=C12)C1=CC=C(C=C1)C(C=CC1=NC=CC=C1)=O 1-(4-(4-coumarinyl)-phenyl)-3-(2-pyridyl)-2-propen-1-one